ClC1=CC=CC(=N1)OCC=1C=CC(=C(C1)CCOCC1=C(C=CC(=C1)B1OC(C(O1)(C)C)(C)C)CC(=O)OC)C#N methyl 2-[2-[2-[5-[(6-chloro-2-pyridyl)oxymethyl]-2-cyano-phenyl]ethoxymethyl]-4-(4,4,5,5-tetramethyl-1,3,2-dioxaborolan-2-yl)phenyl]acetate